N1N=CC(=C1)C=1C=CC2=C(C1)OCC=1N=C(SC12)N1CC(CC1)NC(C)(C)C 1-(7-(1H-pyrazol-4-yl)-4H-chromeno[3,4-d]thiazol-2-yl)-N-(tert-butyl)pyrrolidin-3-amine